CC=1C=C(N=NC1)C(C)O 1-(5-Methylpyridazin-3-yl)ethanol